2-phenyl-4-[bis(4-thienyl)phosphono]-4H-chromene C1(=CC=CC=C1)C=1OC2=CC=CC=C2C(C1)P(=O)(OC=1C=CSC1)OC=1C=CSC1